2-(4,4-dimethyl-1-piperidyl)-8-[(1R)-1-[2-(1-hydroxy-3,4-dihydro-2,1-benzoxaborinin-6-yl)anilino]ethyl]-3,6-dimethyl-chromen-4-one CC1(CCN(CC1)C=1OC2=C(C=C(C=C2C(C1C)=O)C)[C@@H](C)NC1=C(C=CC=C1)C=1C=CC2=C(CCOB2O)C1)C